[1-methyl-2-(1,2,2-trimethyl-bicyclo[3.1.0]hex-3-yl-methyl)cyclopropyl]methanol CC1(C(C1)CC1C(C2(CC2C1)C)(C)C)CO